(R)-2-(3-((methylsulfonyl)methyl)bicyclo[1.1.1]Pentane-1-yl)-3-oxohexahydroimidazo[1,5-a]Pyrazine-7(1H)-carboxylic acid tert-butyl ester C(C)(C)(C)OC(=O)N1C[C@@H]2N(CC1)C(N(C2)C21CC(C2)(C1)CS(=O)(=O)C)=O